ClC=1C=C(C=CC1F)N1N=CC(=C1)C(C(=O)OC(C)(C)C)C tert-butyl 2-[1-(3-chloro-4-fluorophenyl)pyrazol-4-yl]propanoate